OC1=C(C=CC=2SC=CC21)C2=C(C=C(N=N2)N[C@H]2CN(CCC2)CC(=O)N2CCNCC2)C (R)-2-(3-((6-(4-Hydroxybenzo[b]thiophen-5-yl)-5-methylpyridazin-3-yl)amino)piperidin-1-yl)-1-(piperazin-1-yl)ethan-1-one